N-methyl-2,5,8,11,14,17-hexaoxanonadecan-19-amine CNCCOCCOCCOCCOCCOCCOC